COC=1C=C(C=C(C1)C1=CC=CC=C1)SC1=CC=C(S1)CNC(OC(C)(C)C)=O tert-Butyl ((5-((5-methoxy-[1,1'-biphenyl]-3-yl)thio)thiophen-2-yl)methyl)carbamate